methanethione C=S